S1C(=NC2=C1C=CC=C2)NC2=C(C=C(N=N2)N(C=2SC(=C(N2)C(=O)O)C2CN(C2)CC2=CC=CC=C2)C)C 2-({6-[(1,3-Benzothiazol-2-yl)amino]-5-methylpyridazin-3-yl}(methyl)amino)-5-(1-benzylazetidin-3-yl)-1,3-thiazole-4-carboxylic acid